bis(trioctyloxysilylpropyl) tetrasulfide C(CCCCCCC)O[Si](OCCCCCCCC)(OCCCCCCCC)CCCSSSSCCC[Si](OCCCCCCCC)(OCCCCCCCC)OCCCCCCCC